BrC1=C(OC=2C=C(C=CC2)O)C=CC(=C1)CS(=O)(=O)C 3-[2-bromo-4-(methylsulfonylmethyl)phenoxy]phenol